IC1=C2C(N=C(S2)C=2SC(=CC2)[Si](C(C)C)(C(C)C)C(C)C)=C(C2=C1N=C(S2)C=2SC(=CC2)[Si](C(C)C)(C(C)C)C(C)C)I 4,8-diiodo-2,6-bis-(5-triisopropylsilylthien-2-yl)-benzo[1,2-d:4,5-d']bis-thiazole